Ethyl 2-(2-fluoropyridin-3-yl)-6,7-dihydro-5H-pyrazolo[5,1-b][1,3]oxazine-3-carboxylate FC1=NC=CC=C1C1=NN2C(OCCC2)=C1C(=O)OCC